(4-(di-p-tolylamino)phenyl)furan-2-carbaldehyde C1(=CC=C(C=C1)N(C1=CC=C(C=C1)C1=C(OC=C1)C=O)C1=CC=C(C=C1)C)C